Tetrazolium monosodium salt [Na+].[NH+]=1NN=NC1